Tert-Butyl (1-(2H-tetrazol-5-yl)ethyl)carbamate N=1NN=NC1C(C)NC(OC(C)(C)C)=O